(E)-1-bromo-3,7-dimethyloctan-2,6-diene BrC\C=C(\CCC=C(C)C)/C